CN1CCC(CC1)C=1OC(=CN1)NC1=NC=C(C(=N1)NCCCN1C(COCCC1)=O)C(F)(F)F 4-(3-((2-((2-(1-methylpiperidin-4-yl)oxazol-5-yl)amino)-5-(trifluoromethyl)pyrimidin-4-yl)amino)propyl)-1,4-oxazepan-3-one